N-(2-((5-bromo-2-((3-methyl-1H-indazol-5-yl)amino)pyrimidin-4-yl)amino)phenyl)methylsulfonamide BrC=1C(=NC(=NC1)NC=1C=C2C(=NNC2=CC1)C)NC1=C(C=CC=C1)CNS(=O)=O